C[C@H]1N(C[C@@H]([C@H]([C@@H]1O)O)O)CC1CCC(CC1)C=C (2R,3R,4R,5S)-2-methyl-1-(((1S,4S)-4-vinylcyclohexyl)methyl)piperidine-3,4,5-triol